7-[3-(cyclopropoxy)phenyl]-8-methyl-2-pyrimidin-2-yl-pyrrolo[1,2-d][1,2,4]triazin-1-one C1(CC1)OC=1C=C(C=CC1)C=1C(=C2N(C=NN(C2=O)C2=NC=CC=N2)C1)C